ClC1=CC=C(C=C1)C=1C=C(C=2N(C1)C=C(N2)C2=CC=CC=C2)C2=CC=C(C(=O)OC)C=C2 methyl 4-(6-(4-chlorophenyl)-2-phenylimidazo[1,2-a]pyridin-8-yl)benzoate